C(C=C)C1=C(SC(=C1)C1=CC=C(C=C1)C1CCN(CC1)C(C)C)C(=O)N1C[C@H](CC1)NC(OC(C)(C)C)=O tert-butyl (S)-(1-(3-allyl-5-(4-(1-isopropylpiperidin-4-yl)phenyl)thiophene-2-carbonyl)pyrrolidin-3-yl)carbamate